FC=1C=C(C=CC1C=1C=NC(=CC1)C=1N=NN(N1)C=C)N1C(O[C@H](C1)C(CC)O)=O (R)-3-(3-fluoro-4-(6-(2-vinyl-2H-tetrazol-5-yl)pyridin-3-yl)phenyl)-5-(1-hydroxypropyl)oxazolidin-2-one